tri(4-bromophenyl)silicon BrC1=CC=C(C=C1)[Si](C1=CC=C(C=C1)Br)C1=CC=C(C=C1)Br